2-(1-(fluoromethyl)-2-oxabicyclo[2.1.1]hexan-4-yl)-7-isopropoxyimidazo[1,2-a]pyrimidine-6-carboxylic acid FCC12OCC(C1)(C2)C=2N=C1N(C=C(C(=N1)OC(C)C)C(=O)O)C2